FC1=NN2C(C(=CC(=C2)OCCOC)C=2C=NC(=CC2)N2CC3N(C(C2)C3)CC=3C=NC(=CC3)OC)=C1C#N 2-fluoro-6-(2-methoxyethoxy)-4-(6-(6-((6-methoxypyridin-3-yl)methyl)-3,6-diazabicyclo[3.1.1]Heptane-3-yl)pyridin-3-yl)pyrazolo[1,5-a]Pyridine-3-carbonitrile